[Si](C1=CC=CC=C1)(C1=CC=CC=C1)(C(C)(C)C)OCCCNC 3-((tert-butyldiphenylsilyl)oxy)-N-methylpropan-1-amine